acryloyloxytetradecylpropyldimethoxysilane C(C=C)(=O)OCCCCCCCCCCCCCC[Si](OC)(OC)CCC